N1-methyl-N1-(tetrahydrofuran-3-yl)benzene-1,2-diamine CN(C=1C(=CC=CC1)N)C1COCC1